C(C)(C)(C)OC1=CC=C(C[C@H](N)C(=O)O)C=C1 O-tert-butyl-L-tyrosine